OC1=C2C(CC(OC2=CC(=C1)OC1OC(C(C(C1O)O)O)COC1OC(C(C(C1O)O)O)C)C1=CC(=C(C=C1)O)OC)=O 5-hydroxy-2-(4-hydroxy-3-methoxyphenyl)-7-[3,4,5-trihydroxy-6-[(3,4,5-trihydroxy-6-methyloxan-2-yl)oxymethyl]oxan-2-yl]oxy-2,3-dihydrochromen-4-one